4,7-bis(2-thienyl)-2,1,3-benzothiadiazol S1C(=CC=C1)C1=CC=C(C2=NSN=C21)C=2SC=CC2